COC=1C(=NC=CC1)CN1C(NC2=NC=C(C=C21)C2=CC(=CC=C2)C(F)(F)F)=O 1-[(3-methoxy-2-pyridyl)methyl]-6-[3-(trifluoromethyl)phenyl]-3H-imidazo[4,5-b]pyridin-2-one